CS(=O)(=O)CC(=O)C1=CC(=CC=C1)C(F)(F)F 2-(methylsulfonyl)-1-(3-(trifluoromethyl)phenyl)ethan-1-one